C1(CC1)C=1C=C(C=2N(C1)C=C(N2)[C@@H]2N(C[C@H](C2)O)C2=CC=C1C=CC(=NC1=C2)[C@@H]2[C@H](C2)C2=NC=CC(=N2)C)N2C(N(C(C2)=O)C)=O |o1:28,29| 1-(6-cyclopropyl-2-((2R,4S)-4-hydroxy-1-(2-((1S*,2S*)-2-(4-methylpyrimidin-2-yl)cyclopropyl)quinolin-7-yl)pyrrolidin-2-yl)imidazo[1,2-a]pyridin-8-yl)-3-methylimidazolidine-2,4-dione